ethylenediamine tetra-acetate C(C)(=O)ON(CCN(OC(C)=O)OC(C)=O)OC(C)=O